2-bromoethyl trifluoromethyl ether FC(F)(F)OCCBr